2-(4-cyclopropyl-6-methoxy-pyrimidin-5-yl)-5-methoxy-4-[[3-methyl-4-[1-methyl-4-(trifluoromethyl)imidazol-2-yl]phenyl]methoxy]pyrimidine C1(CC1)C1=NC=NC(=C1C1=NC=C(C(=N1)OCC1=CC(=C(C=C1)C=1N(C=C(N1)C(F)(F)F)C)C)OC)OC